Triethyl-(4-((2-iodo-3-nitrobenzyl)oxy)but-1-yn-1-yl)silane C(C)[Si](C#CCCOCC1=C(C(=CC=C1)[N+](=O)[O-])I)(CC)CC